8-(4-fluorophenyl)-7-iodo-2H,3H,4H-pyrrolo[1,2-a]pyrazin-1-one FC1=CC=C(C=C1)C=1C(=CN2C1C(NCC2)=O)I